(R)-2-hydroxy-2-methyl-4-(2,4,5-trimethyl-3,6-dioxa-cyclohexa-1,4-dienyl)butanamide O[C@@](C(=O)N)(CCC1=C(OC(=C(O1)C)C)C)C